(3R)-3-[(2-{3-fluoro-4-[(prop-2-yl)oxy]phenyl}[1,2,4]triazolo[1,5-c]quinazolin-5-yl)amino]azepin-2-one FC=1C=C(C=CC1OC(C)C)C1=NN2C(=NC=3C=CC=CC3C2=N1)NC=1C(N=CC=CC1)=O